OP(O)OP(O)O.P(O)(O)OP(O)O monodiphosphorous acid diphosphite salt